N-hydroxy-N-[(1S)-1-(2-carbamoyl-thiazol-4-yl)-3-hydroxy-propyl]carbamic acid tert-butyl ester C(C)(C)(C)OC(N([C@@H](CCO)C=1N=C(SC1)C(N)=O)O)=O